N[C@@H]1[C@@H](OCC12CCN(CC2)C=2N=CC(=NC2)SC2=C(C(=NC=C2)N2CC(C2)C(C)(C)O)Cl)C 2-(1-(4-(5-((3s,4s)-4-amino-3-methyl-2-oxa-8-azaspiro[4.5]decan-8-yl)pyrazin-2-ylsulfanyl)-3-chloropyridin-2-yl)azetidin-3-yl)propan-2-ol